1-(1-(6-chloro-1-(pyridin-3-yl)-1H-indazol-3-yl)ethyl)-3-(2,3-dihydrobenzo[b][1,4]dioxin-6-yl)-1H-pyrazolo[3,4-d]pyrimidin-4-amine ClC1=CC=C2C(=NN(C2=C1)C=1C=NC=CC1)C(C)N1N=C(C=2C1=NC=NC2N)C2=CC1=C(OCCO1)C=C2